8-methyl-7-phenyl-6-(3-phenylquinoxalin-2-yl)pyrido[2,3-b]Pyrazine CC1=C(C(=NC2=NC=CN=C21)C2=NC1=CC=CC=C1N=C2C2=CC=CC=C2)C2=CC=CC=C2